CC1=NOC(=C1C1=CC2=C(N(C(=N2)[C@@H]2CCC(N2C2=CC=C(C=C2)OC)=O)[C@H]2CN(CC2)S(=O)(=O)C)C=C1)C (S)-5-(5-(3,5-dimethylisoxazol-4-yl)-1-((R)-1-(methylsulfonyl)pyrrolidin-3-yl)-1H-benzo[d]imidazol-2-yl)-1-(4-methoxyphenyl)pyrrolidin-2-one